2,3-dihydroxyprop-1-yl pentadecanoate C(CCCCCCCCCCCCCC)(=O)OCC(CO)O